(2-(1-(difluoromethoxy)ethyl)-4-fluorophenyl)ethan-1-ol FC(OC(C)C1=C(C=CC(=C1)F)C(C)O)F